FC1=C2C(=CC=NC2=C(C=C1F)[N+](=O)[O-])C=O 5,6-difluoro-8-nitroquinoline-4-carbaldehyde